1-amino-glucose succinate C(CCC(=O)O)(=O)O.NC(=O)[C@H](O)[C@@H](O)[C@H](O)[C@H](O)CO